OCCN1CCC(CC1)C1=CC=C(C(=O)NC2=NC=CC(=C2)OC=2C=C3C=CN(C3=CC2OCCOC)C(=O)NC)C=C1 5-[2-[[4-[1-(2-hydroxyethyl)piperidin-4-yl]benzoyl]amino]pyridin-4-yl]oxy-6-(2-methoxyethoxy)-N-methylindole-1-carboxamide